CC1=C(C(=O)OC=2N=C(C3=CC(=NC=C3C2)Cl)NC(C)C)C=CC=C1 (7-chloro-1-(isopropylamino)-2,6-naphthyridin-3-yl) methylbenzoate